C12CCC(CC1)N2C(=O)C=2N=C(SC2C=2C=NC(=CC2C(F)(F)F)NC2CC2)C(=O)NCC(C)(C)O 4-((1s,4s)-7-azabicyclo[2.2.1]Heptane-7-carbonyl)-5-(6-(((R)-1-cyclopropyl)amino)-4-(trifluoromethyl)pyridin-3-yl)-N-(2-hydroxy-2-methylpropyl)thiazole-2-carboxamide